IC1=CC(=CS1)[C@@]1([C@@](O[C@@H]([C@H]1O)CO)(N1C=NC=2C(N)=NC=NC12)C)O (5-iodothien-3-yl)[methyl]adenosine